FCS(=O)(=O)NC1C(N(CC12CC2)C(=O)N2CC(C2)F)CC=2C(=C(C=CC2)C2=CC=CC=C2)F 1-fluoro-N-(6-((2-fluoro-[1,1'-biphenyl]-3-yl)methyl)-5-(3-fluoroazetidine-1-carbonyl)-5-azaspiro[2.4]heptan-7-yl)methanesulfonamide